C1(CC1)C(=O)C=1N=C2N(N1)[C@@H](C[C@H]2O)C2=C(C=CC=C2)C cyclopropyl((5S,7R)-7-hydroxy-5-(o-tolyl)-6,7-dihydro-5H-pyrrolo[1,2-b][1,2,4]triazol-2-yl)methanone